ClC1=CC=C2C(=CC(=NC2=C1Cl)N1[C@@H](CCC1)COCC(=O)N)N1C=NC=C1 (S)-2-((1-(7,8-dichloro-4-(1H-imidazol-1-yl)quinolin-2-yl)pyrrolidin-2-yl)methoxy)acetamide